C(C)(C)(C)OC(=O)N1CCN(CC1)C=1C=NC(=CC1)CO 4-(6-(Hydroxymethyl)pyridin-3-yl)piperazine-1-carboxylic acid tert-butyl ester